(S)-2-((S)-4,4-difluoro-3-(6-oxo-1,6-dihydropyridin-3-yl)piperidin-1-yl)-N-(5-(pyridin-3-yloxy)pyridin-2-yl)propionamide FC1([C@H](CN(CC1)[C@H](C(=O)NC1=NC=C(C=C1)OC=1C=NC=CC1)C)C1=CNC(C=C1)=O)F